N1=CNC2=NC=CC(=C21)C=2C=NN(C2)C(=O)N2CCC(CC2)C#N 1-(4-(3H-imidazo[4,5-b]pyridin-7-yl)-1H-pyrazole-1-carbonyl)piperidine-4-carbonitrile